CN1CCN(CC1)C1=CC=C(C=C1)NC1=NC2=C(C=CC=C2C=N1)[C@H]1CN(CCO1)C(C=C)=O (S)-1-(2-(2-((4-(4-methylpiperazin-1-yl)phenyl)amino)quinazolin-8-yl)morpholinyl)prop-2-en-1-one